ClC1=C(C=C(C=C1)CC(C)(C)NC[C@H](CO[C@H](C)C1=C(C=CC=C1)C1=CC(=C(C(=O)O)C=C1)C)O)F 4-[2-[(1R)-1-[(2R)-3-[[1-(4-chloro-3-fluorophenyl)-2-methylpropan-2-yl]amino]-2-hydroxypropoxy]ethyl]phenyl]-2-methylbenzoic acid